C(CCCCCCCCCCCCC)C(CCCCC)F tetradecyl-fluoro-n-hexane